Br[C@H](CC)C1=CC=CC=C1 |r| (+/-)-(1-bromopropyl)benzene